methyl 5-bromo-6-cyclopropyl-4-hydroxy-pyridine-3-carboxylate BrC=1C(=C(C=NC1C1CC1)C(=O)OC)O